1-((4-Chlorothien-3-yl)methyl)-3,3-dimethyl-2-oxoindoline-6-carboxylic acid ClC=1C(=CSC1)CN1C(C(C2=CC=C(C=C12)C(=O)O)(C)C)=O